NC1=C(C(N(N=C1C)CC1=NC(=NO1)C[C@H](O)C1=CC=C(C=C1)Cl)=O)Cl (S)-5-amino-4-chloro-2-((3-(2-(4-chlorophenyl)-2-hydroxyethyl)-1,2,4-oxadiazol-5-yl)methyl)-6-methylpyridazin-3(2H)-one